trimethoxyaminopropylsilane CO[Si](CCCN)(OC)OC